4-fluoro-6,6,9-trimethyl-3-pentyl-6H-benzo[c]chromen-1-ol FC1=C(C=C(C=2C3=C(C(OC12)(C)C)C=CC(=C3)C)O)CCCCC